Furfuryl Carbonate C(OCC1=CC=CO1)([O-])=O